N[C@@H](C(=O)O)CC1=CNC2=C1C=NC=C2 (R)-2-amino-3-(1H-pyrrolo[3,2-c]pyridin-3-yl)propanoic acid